(E)-3-(3-fluorophenyl)-1-(2-hydroxy-4,6-dimethoxyphenyl)prop-2-en-1-one FC=1C=C(C=CC1)/C=C/C(=O)C1=C(C=C(C=C1OC)OC)O